CC(C)(C)C1=CC(=CC(=C1O)C(C)(C)C)CCC(=O)NCCCCCCNC(=O)CCC2=CC(=C(C(=C2)C(C)(C)C)O)C(C)(C)C 3,3'-Bis(3,5-di-tert-butyl-4-hydroxyphenyl)-N,N'-hexamethylenedipropionamide